ClC1=CC=C(S1)CNC1=CC(=NN1C(C1=C(C=CC=C1)OC)=O)C1NCCC1 N-[(5-chlorothiophen-2-yl)methyl]-1-(2-methoxybenzoyl)-3-(pyrrolidin-2-yl)-1H-pyrazol-5-amine